O[C@H](CNC(OC(C)(C)C)=O)COCCOC(C1=CC=CC=C1)(C1=CC=CC=C1)C1=CC=CC=C1 tert-butyl (R)-(2-hydroxy-3-(2-(trityloxy)ethoxy)propyl)carbamate